di(hexadecyl) sulfosuccinate S(=O)(=O)(O)C(C(=O)OCCCCCCCCCCCCCCCC)CC(=O)OCCCCCCCCCCCCCCCC